2-(Cyclopropylcarbonyl)-3-isopropyl-butanedioic acid diethyl ester C(C)OC(C(C(C(=O)OCC)C(C)C)C(=O)C1CC1)=O